3-[3-(cyclopropylmethoxy)-5-(trifluoromethyl)phenyl]-1-[(1-ethyl-1H-pyrazol-4-yl)methyl]-4-methyl-1,3-dihydro-2H-imidazol-2-one C1(CC1)COC=1C=C(C=C(C1)C(F)(F)F)N1C(N(C=C1C)CC=1C=NN(C1)CC)=O